FC=1C(=NNC1)C(=O)OC Methyl 4-fluoro-1H-pyrazole-3-carboxylate